ONS(=O)(=O)C1=CC(=CC(=C1)C(F)(F)F)C(F)(F)F N-hydroxy-3,5-bis(trifluoromethyl)benzene-1-sulfonamide